(2S,3R)-2-[(5-{[1-(difluoromethyl)cyclopropyl]methoxy}-2-methyl-1-benzofuran-3-yl)formamido]-3-hydroxybutanamide FC(C1(CC1)COC=1C=CC2=C(C(=C(O2)C)C(=O)N[C@H](C(=O)N)[C@@H](C)O)C1)F